C(C)OCC1(C[C@H]2CC[C@@H](C1)N2C(C)(C)C=2C=NC(=CC2)C)CCC2=NC=C(C=C2)F (1R,5S)-3-(ethoxymethyl)-3-(2-(5-fluoropyridin-2-yl)ethyl)-8-(2-(6-methylpyridin-3-yl)propan-2-yl)-8-azabicyclo[3.2.1]octane